CC1(N(CCNC1=O)C(=O)C1=CC=C2C(=N1)N(C=C2C=2C=C(C#N)C=CC2)CC(C)C)C 3-(6-(2,2-dimethyl-3-oxopiperazine-1-carbonyl)-1-isobutyl-1H-pyrrolo[2,3-b]pyridin-3-yl)benzonitrile